NC=1C(NC(N(N1)C1=CC(=C(C(=C1)Cl)OC=1C=C2C3(C(NC2=CC1)=O)C1CC1C3)Cl)=O)=O 6-amino-2-(3,5-dichloro-4-((2'-oxospiro[bicyclo[2.1.0]pentane-2,3'-indolin]-5'-yl)oxy)phenyl)-1,2,4-triazine-3,5(2H,4H)-dione